NC1=C(C(N(C2=CC(=CC=C12)OCC)C1=C2C=CN=CC2=CC=C1)=O)C(=O)OC methyl 4-amino-7-ethoxy-1-(isoquinolin-5-yl)-2-oxo-1,2-dihydroquinoline-3-carboxylate